N1(N=CC=C1)CC1=C(C=C(C(=O)NS(=O)(=O)C2=C(C=C(C=C2)C(F)(F)F)OC)C=C1)OC 4-((1H-pyrazol-1-yl)methyl)-3-methoxy-N-((2-methoxy-4-(trifluoromethyl)phenyl)sulfonyl)benzamide